5-azaspiro[2.4]Heptane-5-carboxylic acid tert-butyl ester C(C)(C)(C)OC(=O)N1CC2(CC2)CC1